5-(4-(4-(cyanomethylcarbamoyl)phenyl)pyrimidin-2-ylamino)-N-ethyl-2-morpholino-benzamide C(#N)CNC(=O)C1=CC=C(C=C1)C1=NC(=NC=C1)NC=1C=CC(=C(C(=O)NCC)C1)N1CCOCC1